(2R,3R,4S)-2-[2-chloro-6-[(2-methoxy-4-pyridyl)methylamino]purin-9-yl]tetrahydrothiophene ClC1=NC(=C2N=CN(C2=N1)[C@@H]1SCCC1)NCC1=CC(=NC=C1)OC